NC1=C(C=C(C=N1)C=1C=C2N(N1)CCC21CN(CC1)C(=O)NCC)O[C@H](C)C=1C=NC=CC1 2'-{6-amino-5-[(1R)-1-(pyridin-3-yl)ethoxy]pyridin-3-yl}-N-ethyl-5',6'-dihydrospiro[pyrrolidine-3,4'-pyrrolo[1,2-b]pyrazole]-1-carboxamide